2,6-dimethyl-benzyl bromide CC1=C(CBr)C(=CC=C1)C